BrCC1=C(C=CC=C1)Cl 1-(bromomethyl)2-chlorobenzene